[5-bromo-6-(4-isopropylcyclohexoxy)-2-methyl-3-pyridyl]-N-ethyl-N-methyl-formamidine BrC=1C=C(C(=NC1OC1CCC(CC1)C(C)C)C)C(=N)N(C)CC